[3-(difluoromethyl)-1-[4-(piperazin-1-ylmethyl)cyclohexyl]pyrazol-4-yl]-5-[(1R,4R)-2-oxa-5-azabicyclo[2.2.1]heptan-5-yl]pyrazolo[1,5-a]pyrimidine-3-carboxamide FC(C1=NN(C=C1C1=NN2C(N=C(C=C2)N2[C@H]3CO[C@@H](C2)C3)=C1C(=O)N)C1CCC(CC1)CN1CCNCC1)F